NC1(CN(C1)C(=O)OC(C)(C)C)C=1C=NC(=CC1)OC tert.-butyl 3-amino-3-(6-methoxypyridin-3-yl)azetidine-1-carboxylate